ClC=1C(=NC(=NC1)NC=1C=C(C=NC1)N1C(CCC1)=O)C1CNCCC1 1-(5-((5-chloro-4-(piperidin-3-yl)pyrimidin-2-yl)amino)pyridin-3-yl)pyrrolidine-2-one